C(C=C)(=O)OC1=CC=C2C=CC=3C(=C12)C=C1C=CC=CC13 indenoindenyl acrylate